The molecule is a polycyclic cage that is the methyl ester derivative of platencin A2. It is isolated from Streptomyces platensis. It has a role as a bacterial metabolite. It is a cyclic ketone, a polycyclic cage, an aromatic amide, a methyl ester and a secondary carboxamide. It derives from a platencin A2. C[C@@]1([C@@H]2C[C@@H]3[C@H](C[C@]2(CC3=C)C=CC1=O)O)CCC(=O)NC4=C(C=CC(=C4O)C(=O)OC)O